FC(C(=O)O)(F)F.[C@@H]12CNCC[C@H]2C(O1)=O (1R,6R)-8-oxa-3-azabicyclo[4.2.0]octane-7-one trifluoroacetate